CN(C=1C=C(C=CC1N1CCCCC1)NC=1C=C2CN(C(C2=CC1)=O)C)C 5-((3-(dimethylamino)-4-(piperidin-1-yl)phenyl)amino)-2-methylisoindolin-1-one